2-(4-chlorobenzoylamino)-N-(2-methylphenyl)-1,3-selenazol-5-carboxamide ClC1=CC=C(C(=O)NC=2[Se]C(=CN2)C(=O)NC2=C(C=CC=C2)C)C=C1